[1-(trifluoro-methyl)cyclopropyl]methanol FC(C1(CC1)CO)(F)F